N-(6-(7-(ethyl(methyl)amino)-6-fluoro-5-methyl-1H-indazol-4-yl)imidazo[1,2-a]pyridin-2-yl)-2-fluorocyclopropane-1-carboxamide C(C)N(C=1C(=C(C(=C2C=NNC12)C=1C=CC=2N(C1)C=C(N2)NC(=O)C2C(C2)F)C)F)C